NC1=CC=C(C=N1)C1=C(C=CS1)C 5-(6-Aminopyridin-3-yl)-4-methylthiophen